Ethyl 1-(1-(2,2-dimethyl-4-oxo-3,8,11-trioxa-5-azatridecan-13-yl)piperidin-4-yl)-1H-pyrazole-4-carboxylate, Formic acid salt C(=O)O.CC(C)(OC(NCCOCCOCCN1CCC(CC1)N1N=CC(=C1)C(=O)OCC)=O)C